C(=C)[SiH]1[SiH]([SiH]([SiH]1C=C)C=C)C=C tetravinylcyclotetrasilane